(1-methylpyrazol-3-yl)methyl-3H-imidazo[4,5-b]pyridin-2-one CN1N=C(C=C1)CN1C(NC=2C1=NC=CC2)=O